(1S,3R,4S)-N-((S)-1-cyano-2-((S)-2-oxopyrrolidin-3-yl)ethyl)-2-(4-(difluoromethyl)-6-fluoro-1H-indole-2-carbonyl)-5,5-difluoro-2-azabicyclo[2.2.2]octane-3-carboxamide C(#N)[C@H](C[C@H]1C(NCC1)=O)NC(=O)[C@@H]1N([C@@H]2CC([C@H]1CC2)(F)F)C(=O)C=2NC1=CC(=CC(=C1C2)C(F)F)F